C(C)(C)(C)C=1C=C2C=NN(C(C2=C(C1)F)=O)C1=NC=CC(=C1CO)C=1C=C(C(N(C1)C)=O)NC(=O)[C@@H]1[C@@H](C1)F (1r,2r)-N-(5-(2-(6-tert-butyl-8-fluoro-1-oxophthalazin-2(1H)-yl)-3-(hydroxymethyl)pyridin-4-yl)-1-methyl-2-oxo-1,2-dihydropyridin-3-yl)-2-fluorocyclopropanecarboxamide